FC1(OC2=C(O1)C=CC(=C2)C(=O)NC2=CC(=C(C=C2)C)C2=CC(=NC(=C2)OCCOC2OCCCC2)N2CCOCC2)F 2,2-difluoro-N-(4-methyl-3-(2-morpholino-6-(2-((tetrahydro-2H-pyran-2-yl)oxy)ethoxy)pyridin-4-yl)phenyl)benzo[d][1,3]dioxole-5-carboxamide